C(C)(C)(C)OC(=O)N1CCN(CC1)C=1C=C2C(=CC(=NC2=NC1)C1=CC2=CN(N=C2C(=C1OCOC)C)C)C(=O)OC methyl 6-[4-(tert-butoxycarbonyl)piperazin-1-yl]-2-[6-(methoxymethoxy)-2,7-dimethylindazol-5-yl]-1,8-naphthyridine-4-carboxylate